7-[(3S)-3-[(4-methylpiperazin-1-yl)methyl]-1,2,3,4-tetrahydroisoquinoline-2-carbonyl]-1,2,3,4-tetrahydroisoquinoline-2-carboxylic acid phenyl ester C1(=CC=CC=C1)OC(=O)N1CC2=CC(=CC=C2CC1)C(=O)N1CC2=CC=CC=C2C[C@H]1CN1CCN(CC1)C